C(C)OC([C@H](CC1CCC1)OC1=C(C=C(C=C1)Br)C1=NOCC1OCC)=O Ethyl-(2S)-2-[4-bromo-2-(4-ethoxy-4,5-dihydroisoxazol-3-yl)phenoxy]-3-cyclobutylpropanoat